Cl.FC(C)(F)C1=CC=C(C=N1)CN1N=CC(=C1)CN (1-((6-(1,1-difluoroethyl)pyridin-3-yl)methyl)-1H-pyrazol-4-yl)methylamine hydrochloride